2-amino-1-(2-(3-fluorophenyl)-3-((4-fluorophenyl)amino)-8,8-dimethyl-5,6-dihydroimidazo[1,2-a]pyrazin-7(8H)-yl)ethan-1-one NCC(=O)N1C(C=2N(CC1)C(=C(N2)C2=CC(=CC=C2)F)NC2=CC=C(C=C2)F)(C)C